ethyl (S)-2-((1-(5-chloro-4-cyano-2-nitrophenyl)piperidin-2-yl) methoxy)acetate ClC=1C(=CC(=C(C1)N1[C@@H](CCCC1)COCC(=O)OCC)[N+](=O)[O-])C#N